C12C(C3CC(CC(C1)C3)C2)NCCNC(=O)C=2SC(=C(C2)C2=C(C=C(C=C2)Cl)Cl)C2=CC=C(C=C2)Cl N-(2-((1r,3r,5r,7r)-adamantan-2-ylamino)ethyl)-5-(4-chloro-phenyl)-4-(2,4-dichloro-phenyl)thiophene-2-carboxamide